4-methyl-5-aminopyrimidine CC1=NC=NC=C1N